ethyl 6-(trifluoromethyl)-5,6,7,8-tetrahydroimidazo[1,2-a]pyrazine-2-carboxylate FC(C1NCC=2N(C1)C=C(N2)C(=O)OCC)(F)F